2-(6-(((1R,3s,5S)-1,5-dimethyl-9-azabicyclo[3.3.1]nonan-3-yl)(methyl)amino)-1,2,4-triazin-3-yl)-4-fluoro-5-(1H-imidazol-1-yl)phenol C[C@]12CC(C[C@](CCC1)(N2)C)N(C2=CN=C(N=N2)C2=C(C=C(C(=C2)F)N2C=NC=C2)O)C